(1R,3R,4R)-2-(4,7-difluoro-1H-indole-2-carbonyl)-5,5-difluoro-N-((R,Z)-4-fluoro-4-(methylsulfonyl)-1-((S)-2-oxopyrrolidin-3-yl)but-3-en-2-yl)-2-azabicyclo[2.2.2]octane-3-carboxamide FC1=C2C=C(NC2=C(C=C1)F)C(=O)N1[C@H]2CC([C@@H]([C@@H]1C(=O)N[C@H](C[C@H]1C(NCC1)=O)\C=C(/S(=O)(=O)C)\F)CC2)(F)F